C(C)(C)(C)OC(=O)N1C[C@@H](OC[C@H]1C1=CC=C(C=C1)N1C(=CC2=C1N=CN(C2=O)CC2(CCNCC2)O)Cl)C (2s,5r)-5-(4-(6-chloro-3-((4-hydroxypiperidin-4-yl)methyl)-4-oxo-3,4-dihydro-7H-pyrrolo[2,3-d]pyrimidin-7-yl)phenyl)-2-methylmorpholine-4-carboxylic acid tert-butyl ester